FC=1C(=NC=C(C1C)I)NCC1=CC=C(C=C1)OC 3-fluoro-5-iodo-N-(4-methoxybenzyl)-4-methylpyridin-2-amine